4-(4-methoxyphenethyl)benzene-1,3-diol COC1=CC=C(CCC2=C(C=C(C=C2)O)O)C=C1